(E)-7-(3-(4-methylbenzylidene)-2,5-dioxopyrrolidinyl)heptanoate CC1=CC=C(\C=C/2\C(N(C(C2)=O)CCCCCCC(=O)[O-])=O)C=C1